benzyl (2R)-4,4,4-trifluoro-2-{[(1S)-1-phenylethyl]amino}-3-(trifluoromethyl)-butanoate hydrochloride Cl.FC(C([C@H](C(=O)OCC1=CC=CC=C1)N[C@@H](C)C1=CC=CC=C1)C(F)(F)F)(F)F